ClC1=CC=C(C=C1)C=1C(=NN2C1C=C(C=C2)C(F)(F)F)NC(CC(C)(C)O)=O N-(3-(4-chlorophenyl)-5-(trifluoromethyl)pyrazolo[1,5-a]pyridin-2-yl)-3-hydroxy-3-methylbutanamide